CN1C=NC(=C2N=CN=C12)N 3-Methyl-3H-purin-6-amine